4,9-dihydro-1H-carbazol-3(2H)-one C1CC(CC=2C3=CC=CC=C3NC12)=O